O=C1NC(CCC1N1C(C2=CC=C(C=C2C1=O)N1CCN(CC1)CCCCCCOC1CC(C1)OC1=NC=C(C=C1)C=1C=CC=2C3=C(N(C2C1)C)C=CN=C3)=O)=O 2-(2,6-dioxopiperidin-3-yl)-5-(4-(6-((1r,3r)-3-((5-(5-methyl-5H-pyrido[4,3-b]indol-7-yl)pyridin-2-yl)oxy)cyclobutoxy)hexyl)piperazin-1-yl)isoindoline-1,3-dione